3-(1-cyclopentyl-1-hydroxyethyl)-1-methyl-1H-pyrrolo[2,3-c]pyridine C1(CCCC1)C(C)(O)C1=CN(C2=CN=CC=C21)C